BrC(C(C(C(CCCC)F)(F)F)(F)F)(F)F 1-bromo-heptafluoro-octane